((2-amino-4-(4,4-difluoropiperidine-1-carbonyl)phenyl)amino)benzonitrile NC1=C(C=CC(=C1)C(=O)N1CCC(CC1)(F)F)NC1=C(C#N)C=CC=C1